(4-(((4-bromopyridin-2-yl)methyl)carbamoyl)phenyl)carbamic acid tert-butyl ester C(C)(C)(C)OC(NC1=CC=C(C=C1)C(NCC1=NC=CC(=C1)Br)=O)=O